2-[(2E)-2-(aminomethyl)-3-fluoroprop-2-en-1-yl]-4-[4-(1,3-benzodioxol-5-yl)-2-fluorophenyl]-2,4-dihydro-3H-1,2,4-triazol-3-one hydrochloride Cl.NC/C(/CN1N=CN(C1=O)C1=C(C=C(C=C1)C1=CC2=C(OCO2)C=C1)F)=C\F